1-(3-(6-(2-methoxy-4-(pyridin-2-yloxy)phenyl)quinazolin-8-yl)pyrrolidin-1-yl)prop-2-en-1-one COC1=C(C=CC(=C1)OC1=NC=CC=C1)C=1C=C2C=NC=NC2=C(C1)C1CN(CC1)C(C=C)=O